9-(cis-4-hydroxycyclohexyl)-[1,2]oxaborinino[5,6-d]pyrrolo[2,3-b]pyridin-7(3H)-ol O[C@H]1CC[C@H](CC1)C1=CB(OC=2C1=C1C(=NC2)NC=C1)O